ClC=1C(=C(C=CC1)NC1=NC=NC2=CC=C(C(=C12)OCC(F)(F)F)NC(\C=C\CN(C)C)=O)F (E)-N-(4-((3-chloro-2-fluorophenyl)amino)-5-(2,2,2-trifluoroethoxy)quinazolin-6-yl)-4-(dimethylamino)but-2-enamide